COC=1C=C(OCC23CC(C2)(C3)C(=O)OC)C=C(C1)[N+](=O)[O-] methyl 3-((3-methoxy-5-nitrophenoxy)methyl)bicyclo[1.1.1]pentane-1-carboxylate